C=C1C[C@@H](N(CC1)C(=O)OCC1=CC=CC=C1)C(=O)OC 1-benzyl 2-methyl (R)-4-methylenepiperidine-1,2-dicarboxylate